N-(1-naphthylmethyl)aniline C1(=CC=CC2=CC=CC=C12)CNC1=CC=CC=C1